methyl (S)-4-(4-acryloyl-3-(cyanomethyl)piperazin-1-yl)-7-(8-methylnaphthalen-1-yl)-5,6,7,8-tetrahydropyrido[3,4-d]pyrimidine-2-carboxylate C(C=C)(=O)N1[C@H](CN(CC1)C=1C2=C(N=C(N1)C(=O)OC)CN(CC2)C2=CC=CC1=CC=CC(=C21)C)CC#N